FC1=C(C=C2CN(C(C2=C1)=O)C1C(NC(CC1)=O)=O)N1CCN(CC1)CC1CCN(CC1)C1=C(C=C(C=C1)C1C(COC2=CC(=CC=C12)O)C1=CC=CC=C1)F 3-(6-Fluoro-5-(4-((1-(2-fluoro-4-(7-hydroxy-3-phenylchroman-4-yl)phenyl)piperidin-4-yl)methyl)piperazin-1-yl)-1-oxoisoindolin-2-yl)piperidin-2,6-dion